C(C)OC(=O)C=1SC(=NN1)N1CCC(CC1)N1C[C@@H](CCC1)C 5-[(3R)-3-methyl-[1,4'-bipiperidine]-1'-yl]-1,3,4-thiadiazole-2-carboxylic acid ethyl ester